C(C)[Si](C1=CC=C(C=C1)C(=[Zr]C1=C(C=CC=2C3=CC=C(C=C3CC12)C(C)(C)C)C(C)(C)C)C1=CC=C(C=C1)[Si](CC)(CC)CC)(CC)CC di(p-triethylsilylphenyl)methylene(2,7-di-tert-butylfluorenyl)zirconium